hydroxyethyl-aminopentanone OCCC(C(CCC)=O)N